CN1CCN(C[C@@H](C1)C)[C@H](CCC)C1=NC2=CC(=C(C=C2C(N1CC)=O)OC)F ((R)-1-((R)-4,6-dimethyl-1,4-diazepan-1-yl)butyl)-3-ethyl-7-fluoro-6-methoxyquinazolin-4(3H)-one